tert-butyl (R)-(3-(3-chloro-5-methylphenyl)-3-hydroxypropyl)(methyl)carbamate ClC=1C=C(C=C(C1)C)[C@@H](CCN(C(OC(C)(C)C)=O)C)O